2,2,2-trifluoro-1-phenylethan-1-amine FC(C(N)C1=CC=CC=C1)(F)F